N[C@@H]1CCC=2C=3C1=C1C(=NC3C=CC2F)C2=CC3=C(C(N2C1)=O)COC([C@]3(O)CC)=O (1R,9S)-1-amino-9-ethyl-4-fluoro-9-hydroxy-1,2,3,9,12,15-hexahydro-10H,13H-benzo[de]pyrano[3',4':6,7]indolizino[1,2-b]quinoline-10,13-dione